6-[(1,5-dimethyl-1H-pyrazol-3-yl)amino]-4-({4-[5-(dimethylcarbamoyl)pyrazin-2-yl]-3-methoxypyridin-2-yl}amino)-N-(2H3)methylpyridazine-3-carboxamide CN1N=C(C=C1C)NC1=CC(=C(N=N1)C(=O)NC([2H])([2H])[2H])NC1=NC=CC(=C1OC)C1=NC=C(N=C1)C(N(C)C)=O